1-(4-(benzyloxy)-5-methoxy-2-nitrobenzoyl)-2-(((tert-butyldimethylsilyl)oxy)methyl)piperidin-4-one C(C1=CC=CC=C1)OC1=CC(=C(C(=O)N2C(CC(CC2)=O)CO[Si](C)(C)C(C)(C)C)C=C1OC)[N+](=O)[O-]